5-amino-3-tert-butyl-pyrazol-1-carboxylic acid (4-benzimidazol-1-yl-phenyl)-amide N1(C=NC2=C1C=CC=C2)C2=CC=C(C=C2)NC(=O)N2N=C(C=C2N)C(C)(C)C